1-(4-bromonaphthalen-1-yl)ethan-1-amine BrC1=CC=C(C2=CC=CC=C12)C(C)N